1-(4,5-diphenyloxazol-2-yl)sulfanyl-3-methylbutan-2-one C1(=CC=CC=C1)C=1N=C(OC1C1=CC=CC=C1)SCC(C(C)C)=O